3-bromo-6-cyano-4H-thieno[3,2-b]pyrrole-5-carboxylic acid BrC1=CSC2=C1NC(=C2C#N)C(=O)O